OB1OC=2C(=C3C(=NC2)NC=C3)C(=C1)[C@H]1C[C@H](C1)NS(=O)(=O)C1=CC=CC=C1 N-(cis-3-(7-hydroxy-3,7-dihydro-[1,2]oxaborinino[5,6-d]pyrrolo[2,3-b]pyridin-9-yl)cyclobutyl)benzenesulfonamide